3-[(3-methylbenzyl)sulfanyl]-5-propyl[1,2,4]triazolo[4,3-a]pyrimidin-7(8H)-one CC=1C=C(CSC2=NN=C3N2C(=CC(N3)=O)CCC)C=CC1